1,N3-bis(2-(2-(2-(2-(3-(6,8-dichloro-2-methyl-1,2,3,4-tetrahydroisoquinolin-4-yl)phenylsulfonamido)ethoxy)ethoxy)ethoxy)ethyl)benzene-1,3-disulfonamide ClC=1C=C2C(CN(CC2=C(C1)Cl)C)C=1C=C(C=CC1)S(=O)(=O)NCCOCCOCCOCCC1(CC(=CC=C1)S(=O)(=O)NCCOCCOCCOCCNS(=O)(=O)C1=CC(=CC=C1)C1CN(CC2=C(C=C(C=C12)Cl)Cl)C)S(=O)(=O)N